(S)-1-(2,6-dichlorophenyl)-4-((5-(3-(dimethylamino)pyrrolidine-1-carbonyl)pyridin-2-yl)amino)-1H-pyrazole-3-carboxamide ClC1=C(C(=CC=C1)Cl)N1N=C(C(=C1)NC1=NC=C(C=C1)C(=O)N1C[C@H](CC1)N(C)C)C(=O)N